acetone bisulfite S(O)(O)=O.CC(=O)C